NC1=CC=NN1C1=NN=C(S1)NC(=O)C1=CC(=C(C(O1)=O)OCCCO)C1=C(C=CC=C1OC)OC N-(5-(5-amino-1H-pyrazol-1-yl)-1,3,4-thiadiazol-2-yl)-4-(2,6-dimethoxyphenyl)-3-(3-hydroxypropoxy)-2-oxo-2H-pyran-6-carboxamide